tert-butyl-4-(3-(3-(2,4-dimethoxybenzyl)-2,4-dioxotetrahydropyrimidin-1(2H)-yl)-1H-indazol-1-yl)piperidine-1-carboxylate C(C)(C)(C)OC(=O)N1CCC(CC1)N1N=C(C2=CC=CC=C12)N1C(N(C(CC1)=O)CC1=C(C=C(C=C1)OC)OC)=O